6-bromo-4-(2,2,2-trifluoroethyl)-2,3-dihydro-1,4-benzoxazine BrC=1C=CC2=C(N(CCO2)CC(F)(F)F)C1